1-[(4-Chlorophenyl)methyl]-7-(3-hydroxypropyl)-4-methyl-2-[3-(trifluoromethoxy)phenoxy]-1H,4H,5H,6H,7H,8H-imidazo[4,5-e][1,4]diazepin-8-one ClC1=CC=C(C=C1)CN1C(=NC=2N(CCN(C(C21)=O)CCCO)C)OC2=CC(=CC=C2)OC(F)(F)F